tert-butyl 3-(3-fluoro-5-(trifluoromethyl)pyridin-2-yl)-3,8-diazabicyclo[3.2.1]octane-8-carboxylate FC=1C(=NC=C(C1)C(F)(F)F)N1CC2CCC(C1)N2C(=O)OC(C)(C)C